4-(3-(2,5-dioxo-2,5-dihydro-1H-pyrrol-1-yl) propanamido)-2-methylphenyl sulfite S(=O)(OC1=C(C=C(C=C1)NC(CCN1C(C=CC1=O)=O)=O)C)[O-]